NC1=CC2=C(OCCO2)C=C1 6-Amino-1,4-benzodioxan